9,11-dimethoxy-2-(tetrahydro-furan-2-ylmethoxy)-6,7-dihydro-pyrido[2,1-a]isoquinolin-4-one COC=1C=C2CCN3C(C2=C(C1)OC)=CC(=CC3=O)OCC3OCCC3